3-(4-((5-aminopentyl)amino)-1-oxoisoindolin-2-yl)piperidine-2,6-dione NCCCCCNC1=C2CN(C(C2=CC=C1)=O)C1C(NC(CC1)=O)=O